tert-butyl (S)-6-diazo-2-((S)-2-(2-(dimethylamino)acetamido)-4-phenylbutanamido)-5-oxohexanoate [N+](=[N-])=CC(CC[C@@H](C(=O)OC(C)(C)C)NC([C@H](CCC1=CC=CC=C1)NC(CN(C)C)=O)=O)=O